[Si](C)(C)(C(C)(C)C)OC1(CC1)CCN1C(=CN2C1=NC(=C(C2=O)C=2C=NN(C2)CC(C(F)(F)F)(F)F)C(F)(F)F)C 1-[2-[1-[tert-butyl(dimethyl)silyl]oxycyclopropyl]ethyl]-2-methyl-6-[1-(2,2,3,3,3-pentafluoropropyl)pyrazol-4-yl]-7-(trifluoromethyl)imidazo[1,2-a]pyrimidin-5-one